1,3,7-trihydroxy-2-isopentenyl-xanthone OC1=C(C(=CC=2OC3=CC=C(C=C3C(C12)=O)O)O)CCC(=C)C